OCC(=CCC1=C(C(=O)OC)C(=CC=C1OC)C\C=C(/CO)\C1=CC=CC=C1)C1=CC=CC=C1 methyl (Z)-2,6-bis(4-hydroxy-3-phenyl-2-buten-1-yl)-3-methoxybenzoate